4,6-dimethyl-1-[[4-[5-(trifluoromethyl)-1,2,4-oxadiazol-3-yl]phenyl]methyl]pyridin-2-one CC1=CC(N(C(=C1)C)CC1=CC=C(C=C1)C1=NOC(=N1)C(F)(F)F)=O